C(C1=CC=CC=C1)N1C2=C(OCC1=O)C=C(C=C2)NC(=O)NC2=C(C=C1C=CNC1=C2)C 1-(4-benzyl-3-oxo-3,4-dihydro-2H-benzo[b][1,4]oxazin-7-yl)-3-(5-methyl-1H-indol-6-yl)urea